trans-N1-[8-amino-6-(6-methyl-1H-indazol-5-yl)-3-isoquinolyl]cyclopropane-1,2-dicarboxamide NC=1C=C(C=C2C=C(N=CC12)NC(=O)[C@H]1[C@@H](C1)C(=O)N)C=1C=C2C=NNC2=CC1C